BrC=1C=C(SC1)C(=O)OC methyl 4-bromothiophene-2-carboxylate